[Cl-].C(CCCCCCC)[N+](C)(C)CCCCCCCC din-octyl-dimethyl-ammonium chloride